ethyl (E)-3-[5-[bis(tert-butoxycarbonyl)amino]pyridazin-4-yl]-2-(cyanomethyl)prop-2-enoate C(C)(C)(C)OC(=O)N(C=1C(=CN=NC1)/C=C(/C(=O)OCC)\CC#N)C(=O)OC(C)(C)C